Ethyl-5-(3-chlorobenzyl)-3-((imidazo[1,2-a]pyridine-8-carboxamido)methyl)-4,5-dihydroisoxazole C(C)C1C(=NOC1CC1=CC(=CC=C1)Cl)CNC(=O)C=1C=2N(C=CC1)C=CN2